N-((S)-(4,4-difluorocyclohexyl)(2-(((5R)-2-oxo-5-(trifluoromethyl)piperidin-3-yl)methyl)imidazo[1,2-b][1,2,4]triazin-6-yl)methyl)-1-methyl-1H-pyrazole-5-carboxamide FC1(CCC(CC1)[C@H](NC(=O)C1=CC=NN1C)C=1N=C2N(N=C(C=N2)CC2C(NC[C@@H](C2)C(F)(F)F)=O)C1)F